CC1(CC=2NC(C=CC2CO1)=O)C 7,7-dimethyl-1,5,7,8-tetrahydro-2H-pyrano[4,3-b]Pyridin-2-one